2-[(4-{[(2R)-2-(4-chloro-2-fluorophenyl)-2-methyl-2H-1,3-benzodioxol-4-yl]methyl}piperidin-1-yl)methyl]-1-[(1-ethyl-1H-imidazol-5-yl)methyl]-1H-1,3-benzodiazole-6-carboxylic acid ClC1=CC(=C(C=C1)[C@]1(OC2=C(O1)C=CC=C2CC2CCN(CC2)CC2=NC1=C(N2CC2=CN=CN2CC)C=C(C=C1)C(=O)O)C)F